(methyl)(phenyl)(vinyl)chlorosilane C[Si](Cl)(C=C)C1=CC=CC=C1